5-(bromomethyl)-2,3-dihydrobenzofuran BrCC=1C=CC2=C(CCO2)C1